3-(2,4,6-triethylphenyl)-1,5-dimethyl-pyrazol-4-ol C(C)C1=C(C(=CC(=C1)CC)CC)C1=NN(C(=C1O)C)C